C(=O)(OC(C)(C)C)C1C(C1)(C(=O)O)N Boc-1-aminocyclopropane-1-carboxylic acid